(S)-N-((4-carbamimidoylthiophen-2-yl)methyl)-7-(2-(6-(2,4-difluorophenyl)-1-oxoisoindolin-2-yl)acetyl)-1,4-dioxa-7-azaspiro[4.4]nonane-8-carboxamide C(N)(=N)C=1C=C(SC1)CNC(=O)[C@H]1N(CC2(OCCO2)C1)C(CN1C(C2=CC(=CC=C2C1)C1=C(C=C(C=C1)F)F)=O)=O